C(N(CC(=O)O)CC(=O)O)CN(CC(=O)O)CC(=O)O.[K].[K] dipotassium Edetic acid